S-(4-cyanocyclohexyl) ethanethioate C(C)(SC1CCC(CC1)C#N)=O